6-bromo-N4-(3-fluoro-5-methoxy-4-pyridyl)-7-methoxy-quinoline-3,4-diamine BrC=1C=C2C(=C(C=NC2=CC1OC)N)NC1=C(C=NC=C1OC)F